methyl-n-butanone CCC(CC)=O